Cl.Cl.N1(CCCC1)N pyrrolidine-1-amine-dihydrochloride